C(C)(C)(C)C1=NC(=NO1)C(=O)N[C@@H](C)C1=C(C=C(C=C1)C1=CC(=NC=C1)NC(=O)C1CC1)OC(F)(F)F (S)-5-(tert-butyl)-N-(1-(4-(2-(cyclopropanecarboxamido)pyridin-4-yl)-2-(trifluoromethoxy)phenyl)ethyl)-1,2,4-oxadiazole-3-carboxamide